N-((1-methylcyclopropyl)sulfonyl)-5,5-diphenyl-4,5-dihydro-isoxazole-3-carboxamide CC1(CC1)S(=O)(=O)NC(=O)C1=NOC(C1)(C1=CC=CC=C1)C1=CC=CC=C1